C1C(CC12CCNCC2)CNC2=C1C(N(C(C1=CC=C2)=O)C2C(NC(CC2)=O)=O)=O 4-(((7-azaspiro[3.5]nonan-2-yl)methyl)amino)-2-(2,6-dioxopiperidin-3-yl)isoindoline-1,3-dione